C1(=CC=C2C=CC3=CC=CC4=CC=C1C2=C34)CCCC(=O)ON3C(CCC3=O)=O 1-pyrenebutanoic acid, succinimidyl ester